(E)-3-(4-bromo-1H-indol-3-yl)-N-(3-fluorophenyl)acrylamide BrC1=C2C(=CNC2=CC=C1)/C=C/C(=O)NC1=CC(=CC=C1)F